dimethyldi-n-butoxysilane C[Si](OCCCC)(OCCCC)C